8-bromo-7-fluoro-1,3-dihydroxy-naphthalene-2-carboxylic acid BrC=1C(=CC=C2C=C(C(=C(C12)O)C(=O)O)O)F